6-((1-(N-(4-amino-2-methyl-4-oxobutan-2-yl)sulfamoyl)cyclopropyl)methyl)-N-(4-cyanobenzyl)-1-methyl-7-oxo-4,5,6,7-tetrahydro-1H-pyrazolo[3,4-c]pyridine-3-carboxamide NC(CC(C)(C)NS(=O)(=O)C1(CC1)CN1C(C2=C(CC1)C(=NN2C)C(=O)NCC2=CC=C(C=C2)C#N)=O)=O